C(CCCCC)C=1SC=CN1 hexylthiazole